C(#N)C(C)C1=C(C=C(C=C1)C(F)(F)F)[N+](=O)[O-] 4-(1-cyanoethyl)-3-nitrobenzotrifluoride